CN1N=C(C=C1)C 1,3-Dimethylpyrazole